CC1SC(C(=N1)C)C 2,4,5-trimethyl-3-thiazolin